CN(\C=C/C(=O)C=1N(C2=C(C(NCC2)=O)N1)C)C (Z)-2-(3-(dimethylamino)acryloyl)-1-methyl-1,5,6,7-tetrahydro-4H-imidazo[4,5-c]pyridin-4-one